N(=[N+]=[N-])C(C)(C)C1=CN=C(C2=CN=C(C=C12)Cl)NO[C@@H]1C[C@@H](C1)S(=O)(=O)C 4-(2-azidopropan-2-yl)-6-chloro-N-(cis-3-(methylsulfonyl)cyclobutoxy)-2,7-naphthyridin-1-amine